2-(1,4-Oxazepan-4-yl)propanoic acid O1CCN(CCC1)C(C(=O)O)C